α-chloro-β-E-methoxyacrylic acid Cl\C(\C(=O)O)=C\OC